2-deoxy-2-[19F]-fluoro-glucose [19F][C@@H](C=O)[C@@H](O)[C@H](O)[C@H](O)CO